C(C\C=C/CC)(=O)OC\C=C\CCC (E)-2-Hexenyl (Z)-3-hexenoate